phenyl-5-(p-tolyl)-1,3,4-oxadiazol-2-amine C1(=CC=CC=C1)NC=1OC(=NN1)C1=CC=C(C=C1)C